(2-amino-2-(hydroxyimino) ethyl) phosphonate P(OCC(=NO)N)([O-])=O